7-((3aS,4R,6aR)-2,2-Dimethyl-6-vinyl-3a,6a-dihydro-4H-cyclopenta[d][1,3]dioxol-4-yl)-7H-pyrrolo[2,3-d]pyrimidine CC1(O[C@@H]2[C@H](O1)C(=C[C@H]2N2C=CC1=C2N=CN=C1)C=C)C